C(C)(C)(C)C1=CC=C(CI)C=C1 p-tert-butylbenzyl iodide